copper indium-selenium [Se].[In].[Cu]